para-Phenylenediacetic acid C1(=CC=C(C=C1)CC(=O)O)CC(=O)O